dicyclohexyl-acetophenone C1(CCCCC1)C(C(=O)C1=CC=CC=C1)C1CCCCC1